CC(=O)O[C@H](CC(=O)[O-])C[N+](C)(C)C.C(C[C@@H](C(=O)O)N)CN=C(N)N acetyl-L-carnitine arginate